C1N(CCC2=CC=CC=C12)C[C@H](CN1CCOC2=C(C1=O)C=CC(=C2)OC2C(CN(CC2)CCF)F)O 4-[(2R)-3-(3,4-dihydro-1H-isoquinolin-2-yl)-2-hydroxy-propyl]-8-[[3-fluoro-1-(2-fluoroethyl)-4-piperidyl]oxy]-2,3-dihydro-1,4-benzoxazepin-5-one